(1S,3S)-3-((2-cyclopropyl-6-(5-((((4-fluorobutoxy)carbonyl)(methyl)amino)methyl)-1-Methyl-1H-1,2,3-triazol-4-yl)pyridin-3-yl)oxy)cyclohexane-1-carboxylic acid methyl ester COC(=O)[C@@H]1C[C@H](CCC1)OC=1C(=NC(=CC1)C=1N=NN(C1CN(C)C(=O)OCCCCF)C)C1CC1